O1C(NC2=C1C=CC(=C2)C2(NC(=NC=C2C)NC=2C=C(C(=NC2)N2CCN(CC2)C)C(F)(F)F)N)=O 4-(benzo[d]oxazolin-2(3H)-one-5-yl)-N2-[3-trifluoromethyl-2-(4-methylpiperazin-1-yl)pyridin-5-yl]-5-methylpyrimidine-2,4-diamine